CC=CC=CC hexa-2,4-diene